2-(4-Fluoro-3-((3-methoxypyrrolidin-1-yl)phenyl)cyclopropyl)-2,2'-bipyrimidine FC1=CC(=C(C=C1)C1CC1C1(NC=CC=N1)C1=NC=CC=N1)N1CC(CC1)OC